tert-butyl (2R)-4-(5-chloropyrimidine-2-yl)-2-methylpiperidine-1-carboxylate ClC=1C=NC(=NC1)C1C[C@H](N(CC1)C(=O)OC(C)(C)C)C